5-propylbenzonitrile C(CC)C=1C=CC=C(C#N)C1